(1R,2S,3R,4R,Z)-7-(cyclopropylmethylene)-N-(4-fluoro-3-(trifluoromethyl)phenyl)-3-(2-methoxy-5-(phenylamino)benzamido)bicyclo[2.2.1]heptane-2-carboxamide C1(CC1)\C=C/1\[C@H]2[C@@H]([C@@H]([C@@H]1CC2)NC(C2=C(C=CC(=C2)NC2=CC=CC=C2)OC)=O)C(=O)NC2=CC(=C(C=C2)F)C(F)(F)F